ClC1=C(C=CC(=C1)Cl)C1(OCC(O1)CCC)CN1N=CN=C1 (±)-1-[2-(2,4-dichlorophenyl)-4-propyl-1,3-dioxolan-2-ylmethyl]-1H-1,2,4-triazole